N1(N=NC=C1)C[C@@H](C)N (2R)-1-(1H-1,2,3-triazol-1-yl)propan-2-amine